C(C)OC(=O)C=1C(N(C(=CC1)C(F)(F)F)CCCCO)=O.C(C=C)NC(CCCCCCCCCCC(=O)NCC=C)=O N,N'-diallyl-dodecandiamide ethyl-1-(4-hydroxybutyl)-2-oxo-6-(trifluoromethyl)-1,2-dihydropyridine-3-carboxylate